benzyl-2-dimethylamino-1-(4-morpholinophenyl)butan-1-one C(C1=CC=CC=C1)C(C(=O)C1=CC=C(C=C1)N1CCOCC1)(CC)N(C)C